((2S,5R)-4-((4,4-Difluorocyclohexyl)(4-(trifluoromethyl)phenyl)methyl)-2,5-dimethylpiperazin-1-yl)-2-methyl-1-(((S)-tetrahydrofuran-2-yl)methyl)-1H-[1,2,4]triazolo[3,4-b]purine FC1(CCC(CC1)C(N1C[C@@H](N(C[C@H]1C)C=1C=2N=C(N(C2N2C(N1)=NN=C2)C[C@H]2OCCC2)C)C)C2=CC=C(C=C2)C(F)(F)F)F